ClC=1C=CC=2C(=NC(=CN2)C2=CCCN(C2)C(=O)OC(C)(C)C)N1 tert-butyl 5-(6-chloropyrido[2,3-b]pyrazin-3-yl)-3,6-dihydro-2H-pyridine-1-carboxylate